5-((2,3-difluorobenzyl)oxy)-N-(4-(hydroxymethyl)tetrahydro-2H-pyran-4-yl)-2-methylbenzo-furan-3-carboxamide FC1=C(COC=2C=CC3=C(C(=C(O3)C)C(=O)NC3(CCOCC3)CO)C2)C=CC=C1F